3-[4-[(1-Acetyl-4-piperidyl)oxy]anilino]-5-(methylamino)-6-(3-methylimidazo[4,5-c]pyridin-7-yl)pyrazine-2-carboxamide C(C)(=O)N1CCC(CC1)OC1=CC=C(NC=2C(=NC(=C(N2)NC)C=2C3=C(C=NC2)N(C=N3)C)C(=O)N)C=C1